C(#N)C1CC2(C1)C[C@H](N(CC2)CC2=C1C=CNC1=C(C=C2C2CC2)C)C2=CC=C(C(=O)N[C@@H]1CNCCC1)C=C2 4-((2R,4s,6S)-2-cyano-7-((5-cyclopropyl-7-methyl-1H-indol-4-yl)methyl)-7-azaspiro[3.5]nonan-6-yl)-N-((S)-piperidin-3-yl)benzamide